(2-Chloro-4-phenoxyphenyl)(4-((2-(2-ethoxyethoxy)ethyl)amino)-1H-pyrrolo[2,3-b]pyridin-3-yl)methanone ClC1=C(C=CC(=C1)OC1=CC=CC=C1)C(=O)C1=CNC2=NC=CC(=C21)NCCOCCOCC